2-chloro-4,4-difluoro-2'-methyl-6'-(1-methyltriazol-4-yl)spiro[5H-thieno[2,3-c]pyran-7,4'-piperidine] ClC1=CC2=C(S1)C1(CC(NC(C1)C=1N=NN(C1)C)C)OCC2(F)F